C=NC1=CC=C(C=C1)N methylene-p-phenylenediamine